(E)-4-phenylbut-3-ene-2-one C1(=CC=CC=C1)/C=C/C(C)=O